(S)-2'-chloro-6'-(5-fluoro-6-methoxy-1H-1,3-benzodiazol-2-yl)-4-[(2-methylpropyl)carbamoyl]-[1,1'-biphenyl]-2-carboxylic acid ClC1=C(C(=CC=C1)C1=NC2=C(N1)C=C(C(=C2)F)OC)C=2C(=CC(=CC2)C(NCC(C)C)=O)C(=O)O